FC1=C(C=C2CC(C(C2=C1)NC(O[C@@H]1CN2CCC1CC2)=O)(C)C)C2=CC(=CC=C2)OCC(C)C (S)-quinuclidin-3-yl (6-fluoro-5-(3-isobutoxyphenyl)-2,2-dimethyl-2,3-dihydro-1H-inden-1-yl)carbamate